1-[3-chloro-5-(trifluoromethyl)-2-pyridinyl]-4-methylpiperazine ClC=1C(=NC=C(C1)C(F)(F)F)N1CCN(CC1)C